4-[7-(1-cyano-1-methyl-ethyl)imidazo[1,2-a]pyridin-3-yl]-2-(difluoromethoxy)-N-(1-ethyl-cyclopropyl)-6-methoxy-benzamide C(#N)C(C)(C)C1=CC=2N(C=C1)C(=CN2)C2=CC(=C(C(=O)NC1(CC1)CC)C(=C2)OC)OC(F)F